FC1([C@@H]([C@H](CCC1)O[C@@H]1CN(CC1)CC(C)(C)F)N)F (1R,6S)-2,2-difluoro-6-{[(3S)-1-(2-fluoro-2-methylpropyl)pyrrolidin-3-yl]oxy}cyclohexane-1-amine